C(=O)O.FC1=C(C=CC(=C1)C(F)(F)F)C=1C(=NC(=NC1)N[C@@H]1CN(CC1)C(C)C)C (S)-5-(2-fluoro-4-(trifluoromethyl)phenyl)-N-(1-isopropylpyrrolidin-3-yl)-4-methyl-pyrimidin-2-amine, formate salt